2-(5-bromopyridin-3-yl)-N-(3,5-dichloro-4-(3-isopropyl-4-methoxyphenoxy)Phenyl)acetamide BrC=1C=C(C=NC1)CC(=O)NC1=CC(=C(C(=C1)Cl)OC1=CC(=C(C=C1)OC)C(C)C)Cl